(4-{[(1S,4S,5R,8S,9R,12R,13R)-1,5,9-trimethyl-11,14,15,16-tetraoxatetracyclo[10.3.1.04,13.08,13]hexadecan-10-yl]amino}butyl)trimethylammonium iodide [I-].C[C@@]12CC[C@H]3[C@@H](CC[C@H]4[C@H](C(O[C@@H]([C@@]34OO1)O2)NCCCC[N+](C)(C)C)C)C